(2,6-difluorobenzyl)(2-((2R,3S,4S,5S)-3,4,5,6-tetrahydroxytetrahydro-2H-pyran-2-yl)ethyl)phosphinic acid FC1=C(CP(O)(=O)CC[C@H]2OC([C@H]([C@H]([C@@H]2O)O)O)O)C(=CC=C1)F